(R)-2-(3-hydroxy-3-methylbutan-2-yl)-7-(2-(2,2,2-trifluoroethoxy)phenyl)isoindolin-1-one OC([C@@H](C)N1C(C2=C(C=CC=C2C1)C1=C(C=CC=C1)OCC(F)(F)F)=O)(C)C